OCCN(CCN(CCO)CCO)CCO N,N,N',N'-tetra(hydroxylethyl)ethylenediamine